N1(N=CC=C1)C1=C(C=C(C=C1)C1=NN(C(=C1C(=O)N)C1CC1)C=1C=2C3=C(C(NC3=CC1)=O)C=CC2)C(F)(F)F (4-(1H-pyrazol-1-yl)-3-trifluoromethylphenyl)-5-cyclopropyl-1-(2-oxo-1,2-dihydrobenzo[cd]indol-6-yl)-1H-pyrazole-4-carboxamide